ClC=1C(=NC=CC1C1=NC(=C(C=C1)CNC[C@@H]1CCC(N1)=O)OC)C1=C(C(=CC=C1)NC1=NC=CC(=C1F)CCNCCO)Cl (S)-5-((((3'-chloro-2'-(2-chloro-3-((3-fluoro-4-(2-((2-hydroxyethyl)amino)ethyl)pyridin-2-yl)amino)phenyl)-6-methoxy-[2,4'-bipyridin]-5-yl)methyl)amino)methyl)pyrrolidin-2-one